methoxymethyl 4-((4-hydroxy-3,6-dimethyl-2-propylbenzoyl)oxy)-2,3,5,6-tetramethylbenzoate OC1=C(C(=C(C(=O)OC2=C(C(=C(C(=O)OCOC)C(=C2C)C)C)C)C(=C1)C)CCC)C